N1C(=NC2=C1C=CC=C2)\C=C/2\C(N(C1=CC=C(C=C21)Cl)C)=O (E)-3-((1H-benzo[d]imidazol-2-yl)methylene)-5-chloro-1-methylindolin-2-one